O=S1(N(CCCN1C1=C(C=C(C=C1F)F)F)CC(=O)NC1C2CC3(CC(CC1C3)C2)C(=O)N)=O 4-(2-(1,1-dioxido-6-(2,4,6-trifluorophenyl)-1,2,6-thiadiazinan-2-yl)acetamido)adamantane-1-carboxamide